C(=C)[Si](O[Si](O[Si](O[Si](C=C)(C)C)(C)C)(C)C)(C)C 1,7-divinyloctamethyltetrasiloxane